C(C)C=1C=C(OC2=CC=C(C=C2)C2=NN(C3=NC=NC=C32)C[C@H]3N(CCC3)C(C=C)=O)C=CC1 (S)-1-(2-((3-(4-(3-ethylphenoxy)phenyl)-1H-pyrazolo[3,4-d]pyrimidin-1-yl)methyl)pyrrolidin-1-yl)prop-2-en-1-one